3-amino-6-(5-(3-amino-1,1,1-trifluoro-2-hydroxy-3-oxopropan-2-yl)-2-methylphenyl)-N-(3-cyanobicyclo[1.1.1]pentan-1-yl)pyrazine-2-carboxamide trifluoroacetate FC(C(=O)O)(F)F.NC=1C(=NC(=CN1)C1=C(C=CC(=C1)C(C(F)(F)F)(C(=O)N)O)C)C(=O)NC12CC(C1)(C2)C#N